C=C(C(=O)OCC(=O)O)CC(OC1C2(CCC(C1)C2(C)C)C)=O 2-((2-methylene-4-oxo-4-(((exo)-1,7,7-trimethylbicyclo[2.2.1]heptan-2-yl)oxy)butanoyl)oxy)acetic acid